(2,4,6-trimethyl)-benzoylgerman CC1=C(C(=O)[GeH3])C(=CC(=C1)C)C